(((1-benzyl-piperidin-4-yl)methyl)amino)-7-oxoheptanoic acid ethyl ester C(C)OC(C(CCCCC=O)NCC1CCN(CC1)CC1=CC=CC=C1)=O